1,2,4-benzenetricarboxylic acid chloride C=1(C(=CC(=CC1)C(=O)Cl)C(=O)Cl)C(=O)Cl